C(C=C)C=1C=C(C=CC1OCC1CO1)C(C)(C)C1=CC(=C(C=C1)OCC1CO1)CC=C 2,2-bis[3-allyl-4-(glycidyloxy)phenyl]propane